ethyl-[1,4'-bipiperidine]-4-carboxylic acid dihydrochloride Cl.Cl.C(C)C1N(CCC(C1)C(=O)O)C1CCNCC1